BrC1=C(C=C(C=C1O)COC)C(\C=C\C1=CC(=C(C=C1)OC)Br)=O 1-(2-bromo-3-hydroxy-5-methoxymethylphenyl)-3-(3-bromo-4-methoxyphenyl)-(2E)-2-propen-1-one